7-cyclopentyl-2-{6-[4-(2-hydroxyethyl)-piperazin-1-yl]-pyridazin-3-ylamino}-7H-pyrrolo[2,3-d]pyrimidine-6-carboxylic acid C1(CCCC1)N1C(=CC2=C1N=C(N=C2)NC=2N=NC(=CC2)N2CCN(CC2)CCO)C(=O)O